C12CN(CC(CC1)N2)C2=NC(=NC1=C(C(=C(C=C21)Cl)C2=CC(=CC1=CC=CC=C21)O)F)OC[C@]21CCCN1C[C@H](C2)F 4-(4-(3,8-diazabicyclo[3.2.1]octan-3-yl)-6-chloro-8-fluoro-2-(((2S,7aS)-2-fluorotetrahydro-1H-pyrrolizin-7a(5H)-yl)methoxy)quinazolin-7-yl)naphthalen-2-ol